2-Acetyl-N-[3-fluoro-4-(1,1,1,3,3,3-hexafluoro-2-hydroxypropan-2-yl)phenyl]-5-(methylsulfonyl)-2,3-dihydro-1H-isoindole-1-carboxamide C(C)(=O)N1C(C2=CC=C(C=C2C1)S(=O)(=O)C)C(=O)NC1=CC(=C(C=C1)C(C(F)(F)F)(C(F)(F)F)O)F